C(C)OC(=O)C=1CCN(CC1OS(=O)(=O)C(F)(F)F)C(=O)OC(C)(C)C 5-(((trifluoromethyl)sulfonyl)oxy)-3,6-dihydropyridine-1,4(2H)-dicarboxylic acid 1-(tert-butyl) 4-ethyl ester